C1(=CC=CS1)C(=O)[O-] then-at